C(C1=CC=CC=C1)OCCCCCCCCCC decyl benzyl ether